3,6-bis(trifluoromethyl)-durene FC(C1=C(C(C)=C(C(=C1C)C)C(F)(F)F)C)(F)F